ClC=1C=CC(=NC1)COC=1C=CC2=C(O[C@@H](CO2)CNC(=O)C=2OC(=CC2)CN2CCN(CC2)C)C1 5-(4-Methyl-piperazin-1-ylmethyl)-furan-2-carboxylic acid [(R)-7-(5-chloro-pyridin-2-ylmethoxy)-2,3-dihydro-benzo[1,4]dioxin-2-ylmethyl]-amide